ClC(CC)=C(C1=CC=C(C=C1)C)C1=CC=C(C=C1)C 3-chloro-4,4-di-p-tolylbut-3-ene